C(CCCCCCCCCCCCC)NC(OC1=NC2=CC(=CC=C2C=C1)OCCCCN1CCN(CC1)C1=CC=CC=2SC=CC21)=O 7-(4-(4-(benzo[b]thiophen-4-yl)piperazin-1-yl)butoxy)quinolin-2-yl tetradecylcarbamate